O=C([C@H](O)[C@@H](O)[C@H](O)[C@H](O)C(=O)[O-])[O-].[Ca+2].ClC=1C=C(C=C(C1)F)NC(CN1CC2(CN(C2)CC(=O)NC(CC)(C)C)C1)=O N-(3-chloro-5-fluoro-phenyl)-2-[2-[2-(1,1-dimethylpropylamino)-2-oxo-ethyl]-2,6-diazaspiro[3.3]hept-6-yl]acetamide calcium D-glucarate